O1C(OCC1)C=1C(=NC(=NC1N[C@H](C)C1=C(C(=CC=C1)C(F)(F)F)C)C)C(=O)O (R)-5-(1,3-dioxolan-2-yl)-2-methyl-6-((1-(2-methyl-3-(trifluoromethyl)phenyl)ethyl)amino)pyrimidine-4-carboxylic acid